C(C)(=O)OC(CCCCCCCCCC)CCCCC (Z)-11-hexadecyl acetate